2-(1-Methyl-1H-imidazol-2-yl)-5-phenylthieno[2,3-d]pyrimidin-4-ol CN1C(=NC=C1)C=1N=C(C2=C(N1)SC=C2C2=CC=CC=C2)O